C(#N)C=CC1=CC=C(C=C1)CCC(=O)N[C@H](C(=O)N1[C@@H](C[C@H](C1)O)C(=O)NCC1=CC=C(C=C1)C1=C(N=CS1)C)C(C)(C)C (2S,4R)-1-((S)-2-(3-(4-(2-cyanovinyl)phenyl)propanamido)-3,3-dimethylbutanoyl)-4-hydroxy-N-(4-(4-methylthiazol-5-yl)benzyl)pyrrolidine-2-carboxamide